N,N-Bis-(2-Hydroxyethyl)-para-Toluidin OCCN(C1=CC=C(C=C1)C)CCO